5-(5-fluoro-2-(1H-pyrazol-4-yl)phenyl)-3-methylenedihydrofuran-2(3H)-one FC=1C=CC(=C(C1)C1CC(C(O1)=O)=C)C=1C=NNC1